CC(C)NP(OCCC#N)NC(C)C 3-([bis[(propan-2-yl)amino]phosphanyl]oxy)propanenitrile